butyric acid methylester COC(CCC)=O